ClC=1C(=NC(=NC1)NC1CCOCC1)C1=CC=C2CN(C(C2=C1)=O)CC1(COC1)C 6-{5-chloro-2-[(Oxacyclohex-4-yl)amino]pyrimidin-4-yl}-2-[(3-Methyloxetan-3-yl)methyl]-2,3-dihydro-1H-isoindol-1-one